4-((2-hydroxy-3-methoxybenzyl)amino)-benzenesulfonamide OC1=C(CNC2=CC=C(C=C2)S(=O)(=O)N)C=CC=C1OC